O=C1N(C(C=C1)=O)[C@H](C(=O)NCCCCCNC(=O)C1(CCC1)C(=O)N)CO N-(5-((S)-2-(2,5-dioxo-2,5-dihydro-1H-pyrrol-1-yl)-3-hydroxypropionylamino)pentyl)cyclobutane-1,1-dicarboxamide